(3-((4-(4-hydroxyphenyl)-5-methylthiazol-2-yl)amino)benzoyl)glycine methyl ester COC(CNC(C1=CC(=CC=C1)NC=1SC(=C(N1)C1=CC=C(C=C1)O)C)=O)=O